C(#N)[C@H]1N(CCC1)C(CN1C[C@H](CC1)NC(=O)C1=CC=CC=2C=COC21)=O N-((S)-1-(2-((S)-2-cyanopyrrolidin-1-yl)-2-oxoethyl)pyrrolidin-3-yl)benzofuran-7-carboxamide